FC1(C2(C3=CC=CC=C3CC1)CNC2)F 2',2'-difluorospiro[azetidine-3,1'-tetrahydronaphthalene]